3-bromo-5-{4,4-dimethyl-9-oxo-1,10-diazatricyclo-[6.4.0.02,6]dodeca-2(6),7-dien-10-yl}-pyridine-4-carbaldehyde BrC=1C=NC=C(C1C=O)N1C(C2=CC=3CC(CC3N2CC1)(C)C)=O